BrC1=CNC=2C1=NC(=CC2CN2C[C@H](CCC2)C)C(=O)OC methyl (S)-3-bromo-7-((3-methylpiperidin-1-yl) methyl)-1H-pyrrolo[3,2-b]pyridine-5-carboxylate